ClC=1C(=C(C=CC1)NC(=S)C=1C(NCCC1NCC1=C(C=NC=C1)OC[C@H]1OCCOC1)=O)CC N-(3-chloro-2-ethylphenyl)-4-{[(3-{[(2S)-1,4-dioxan-2-yl]methoxy}pyridin-4-yl)methyl]amino}-2-oxo-1,2,5,6-tetrahydropyridine-3-carbothioamide